Cl.ClC1=C(C=CC=C1C1=C(C=C(C=C1)F)F)[C@@]1(CC(N(C(N1)=N)[C@H]1C[C@H](N(CC1)C)C)=O)C |o1:23,25| (6S)-6-[2-Chloro-3-(2,4-difluoro-phenyl)phenyl]-3-[(2R*,4R*)-1,2-dimethylpiperidin-4-yl]-2-imino-6-methylhexahydropyrimidin-4-one hydrochloride